2-[6-(2,2-difluorocyclopropyl)-1-oxo-spiro[3H-isoquinoline-4,1'-cyclopropane]-2-yl]-N-(5-fluoropyrimidin-2-yl)acetamide FC1(C(C1)C=1C=C2C(=CC1)C(N(CC21CC1)CC(=O)NC1=NC=C(C=N1)F)=O)F